BrC1=C(C(=C(C(=O)OCC)C=C1)C)C ethyl 4-bromo-2,3-dimethylbenzoate